silver hydrazine fluoride [F-].NN.[Ag+]